N-butyl-aminomethyldimethylmethoxysilane C(CCC)NC[Si](OC)(C)C